COC(=O)C1=CC=C(C=C1)C1C(CN(CC1)C(=O)OCCCC)=O butyl 4-(4-(methoxycarbonyl)phenyl)-3-oxopiperidine-1-carboxylate